3-(3-isopropyl-5-methyl-cyclohexa-1,5-dien-1-yl)propanal C(C)(C)C1C=C(C=C(C1)C)CCC=O